tert-butyl (2R)-2-(tert-butyldimethylsilyloxy)-4-(2,5-difluorophenyl)-4-hydroxy-butylcarbamate [Si](C)(C)(C(C)(C)C)O[C@@H](CNC(OC(C)(C)C)=O)CC(O)C1=C(C=CC(=C1)F)F